C1(CCC1)C=1N=CC2=C(N1)NC=C2C2=CC=1N(C=C2)N=CC1C(=O)NC1CCOCC1 5-(2-cyclobutyl-7H-pyrrolo[2,3-d]pyrimidin-5-yl)-N-(tetrahydro-2H-pyran-4-yl)pyrazolo[1,5-a]pyridine-3-carboxamide